NCC(CN1N=CN(C1=O)CC=1SC(=CC1)C=1C=NN(C1)S(=O)(=O)C1CC1)=C(F)F 2-[2-(aminomethyl)-3,3-difluoro-allyl]-4-[[5-(1-cyclopropylsulfonylpyrazol-4-yl)-2-thienyl]methyl]-1,2,4-triazol-3-one